trimethyl-(2-hydroxyethyl)ammonium acetate C(C)(=O)[O-].C[N+](CCO)(C)C